L-2,4,6-tripyridyltriazine N1=C(C=CC=C1)N1NC(=CC(=N1)C1=NC=CC=C1)C1=NC=CC=C1